[Si](SCC(F)(F)F)(SCC(F)(F)F)(SCC(F)(F)F)SCC(F)(F)F tetrakis(2,2,2-trifluoroethyl) tetrathiosilicate